O[C@H]1C(N(CC1)C=1C(=C(C=CC1)S(=O)(=O)Cl)C)=O 3-[(3R)-3-Hydroxy-2-oxopyrrolidin-1-yl]-2-methylbenzene-1-sulfonyl chloride